N-(1-cyano-2-ethylperoxyethyl)-2-chlorobenzamide C(#N)C(COOCC)NC(C1=C(C=CC=C1)Cl)=O